2-Cyclohexyl-2-(4-fluoro-1H-benzimidazol-2-yl)-N-(2-oxospiro[indoline-3,4'-tetrahydropyran]-6-yl)acetamide C1(CCCCC1)C(C(=O)NC1=CC=C2C(=C1)NC(C21CCOCC1)=O)C1=NC2=C(N1)C=CC=C2F